C(C)(=O)N1\C(\C(C2=CC=CC=C12)=O)=C/C1=CC=C2C(=N1)C=C(O2)C(=O)N2CCOCC2 (Z)-1-acetyl-2-((2-(morpholine-4-carbonyl)furo[3,2-b]pyridin-5-yl)methylene)-indolin-3-one